C(=O)(CCCCCCCCC)OCC(O)CO Monoglycerol monocaprate